FC1=C(C=CC(=N1)N)I 6-fluoro-5-iodopyridin-2-amine